N-[1-[5-bromo-2-(5-cyano-2-pyridyl)-1,2,4-triazol-3-yl]ethyl]-3,5-bis(trifluoromethyl)benzamide Germanium-erbium [Er].[Ge].BrC=1N=C(N(N1)C1=NC=C(C=C1)C#N)C(C)NC(C1=CC(=CC(=C1)C(F)(F)F)C(F)(F)F)=O